BrC=1C=C(OC=2C=C(C=CC2)C2=NC=CC=C2)C=CC1 2-(3-(3-Bromophenoxy)phenyl)pyridine